3-(2,2-Dimethoxyethylcarbamoylamino)-2-(4-fluoro-3,5-dimethyl-phenyl)-6,7-dihydro-4H-pyrazolo[1,5-a]pyrazine-5-carboxylic acid tert-butyl ester C(C)(C)(C)OC(=O)N1CC=2N(CC1)N=C(C2NC(NCC(OC)OC)=O)C2=CC(=C(C(=C2)C)F)C